(2S,4R)-N-[1-(4-benzylmorpholin-2-yl)propyl]-1-[(2S)-2-(4-cyclopropyltriazol-1-yl)-3,3-dimethyl-butanoyl]-4-hydroxy-pyrrolidine-2-carboxamide C(C1=CC=CC=C1)N1CC(OCC1)C(CC)NC(=O)[C@H]1N(C[C@@H](C1)O)C([C@H](C(C)(C)C)N1N=NC(=C1)C1CC1)=O